FC1=C(OC=2C(=C(C=CC2)OC)[N+](=O)[O-])C=CC(=C1)F (2,4-difluorophenoxy)-1-methoxy-2-nitrobenzene